S1NC=NC2=C1C=C(C=C2)S(=O)(=O)N 1,2,4-BENZOTHIADIAZINE-7-SULFONAMIDE